(8-(5-aminopyridin-3-yl)-6-chloro-1-(3,5-dichlorophenyl)-7-methoxy-1,4-dihydrochromeno[4,3-c]pyrazol-3-yl)(3,3-dimethylmorpholino)methanone NC=1C=C(C=NC1)C1=CC2=C(C(=C1OC)Cl)OCC1=C2N(N=C1C(=O)N1C(COCC1)(C)C)C1=CC(=CC(=C1)Cl)Cl